4-((4-(1H-pyrazol-1-yl)-5-(trifluoromethyl)pyrimidin-2-yl)amino)-N-(2-hydroxyethyl)benzenesulfonamide N1(N=CC=C1)C1=NC(=NC=C1C(F)(F)F)NC1=CC=C(C=C1)S(=O)(=O)NCCO